C(C)OC(C(C(=O)OCC)(CC)CCN1C(C2=CC=CC=C2C1=O)=O)=O 2-[2-(1,3-dioxo-isoindolin-2-yl)ethyl]-2-ethyl-malonic acid diethyl ester